BrCC1=NC(=NC=C1)C(=O)OC(C)(C)C Tert-butyl 4-(bromomethyl)pyrimidine-2-carboxylate